BrC1=C(C=C(C=C1)CCC=C)F 1-Bromo-4-(but-3-en-1-yl)-2-fluorobenzene